OC(CNC(OC(C)(C)C)=O)(C)C tert-butyl (2-hydroxy-2-methylpropyl)carbamate